C(#N)C1=CC=C(C(=O)NN)C=C1 4-cyanobenzohydrazide